CC1=C(C=CC=C1C(=O)NN)C1=CC=CC=C1 2-methyl-[1,1'-biphenyl]-3-carbohydrazide